C(C)(C)(C)C1=C2C(=NN(C2=CC(=C1)Br)C(=O)OC[C@@H]1N(CC(C1)C1=CC=C(C=C1)C(F)(F)F)C1=CC=C(C=C1)N)C(=O)O ((2R)-1-(4-aminophenyl)-4-(4-(trifluoromethyl)phenyl)pyrrolidin-2-yl)methanol 1-tert-butyl-6-bromo-1H-indazole-1,3-dicarboxylate